N-((2-chlorophenyl)sulfonyl)-5,5-diphenyl-4,5-dihydroisoxazole-3-carboxamide ClC1=C(C=CC=C1)S(=O)(=O)NC(=O)C1=NOC(C1)(C1=CC=CC=C1)C1=CC=CC=C1